tert-butyl 4-(3-oxo-4-((3-(trifluoromethyl)pyrazin-2-yl)methyl)-3,4-dihydroquinoxalin-2-yl)piperidine-1-carboxylate O=C1C(=NC2=CC=CC=C2N1CC1=NC=CN=C1C(F)(F)F)C1CCN(CC1)C(=O)OC(C)(C)C